(7-amino-5-bromo-2,2-dioxo-1H,3H-benzo[e][1,3,4]oxathiazin-6-yl)(2-chloro-5-fluorophenyl)methanone NC=1C(=C(C2=C(NS(CO2)(=O)=O)C1)Br)C(=O)C1=C(C=CC(=C1)F)Cl